ClC1=CC=C(N[C@H](C)C=2C=C(C=C3C(C(=C(OC23)C2=CC=CC=C2)C)=O)C)C=C1 8-[(1R)-1-(4-Chloroanilino)ethyl]-3,6-dimethyl-2-phenyl-chromen-4-one